(1R,3s,5S)-8-methyl-N-(6-(pyridin-4-yl)benzo[d]thiazol-2-yl)-8-azabicyclo[3.2.1]octane-3-carboxamide CN1[C@H]2CC(C[C@@H]1CC2)C(=O)NC=2SC1=C(N2)C=CC(=C1)C1=CC=NC=C1